N1CC(C1)OC=1C=C2C(=NC=NC2=CC1)NC1=C(C(=CC=C1)Cl)F 6-(azetidin-3-yloxy)-N-(3-chloro-2-fluoro-phenyl)quinazolin-4-amine